19-(di-tert-butoxyphosphoryl)nonadecanoic acid C(C)(C)(C)OP(=O)(OC(C)(C)C)CCCCCCCCCCCCCCCCCCC(=O)O